(E)-2-((2,6-diaminopyridin-3-yl)diazenyl)phenyl 4-morpholinopiperidine-1-carboxylate O1CCN(CC1)C1CCN(CC1)C(=O)OC1=C(C=CC=C1)\N=N\C=1C(=NC(=CC1)N)N